C(#N)C1=CC=C(N2C=CC=C12)C=1C=NC=CC1SC1CC(C1)OC 1-((3-(8-Cyanoindolizin-5-yl)pyridin-4-yl)thio)-3-methoxycyclobutan